FC(CN1N=CC=2C1=NC(=CN2)N2CC(CCC2)CN(C2=NC(=CC=C2)C(F)(F)F)C)F N-((1-(1-(2,2-difluoroethyl)-1H-pyrazolo[3,4-b]pyrazin-6-yl)piperidin-3-yl)methyl)-N-methyl-6-(trifluoromethyl)pyridin-2-amine